C(C)(C)(C)C=1C=C(C=C(C1O)CC1=C(C(=CC(=C1)C(C)(C)C)C(C)(C)C)O)CCC(=O)O 3-(3-(tert-butyl)-5-(3,5-di-tert-butyl-2-hydroxybenzyl)-4-hydroxyphenyl)propionic acid